ethyl 3-cyclopropyl-5-(3-methylpyridin-2-ylmethyl)-4-oxo-4,5,6,7-tetrahydropyrazolo[1,5-a]pyrazine-2-carboxylate C1(CC1)C=1C(=NN2C1C(N(CC2)CC2=NC=CC=C2C)=O)C(=O)OCC